CNC1CN(CC1)C1=CC=CC=2N(C=NC21)C(=O)NCCCC2=CC=CC=C2 4-(3-(Methylamino)pyrrolidin-1-yl)-N-(3-phenylpropyl)-1H-benzo[d]imidazole-1-carboxamide